O[C@@]1(C(N(CC1)C)=O)C1=CC(=NO1)C=1C=C(C=CC1)C=1SC(=C(N1)C(=O)N)NC (R)-2-(3-(5-(3-Hydroxy-1-methyl-2-oxopyrrolidin-3-yl)isoxazol-3-yl)phenyl)-5-(methylamino)thiazole-4-carboxamide